ClC1=CC2=C(N=CN=C2NC2=C(C(=CC=C2)C#C[Si](C)(C)C)F)C=N1 6-chloro-N-[2-fluoro-3-(2-trimethylsilylethynyl)phenyl]pyrido[3,4-d]pyrimidin-4-amine